ClC1=C(C(=O)NC=2C=NC(=CC2Br)Br)C=CC=C1Cl 2,3-dichloro-N-(4,6-dibromopyridin-3-yl)benzamide